6-{[(tert-butyldimethylsilyl)oxy]methyl}pyrimidine-4-carboxylic acid [Si](C)(C)(C(C)(C)C)OCC1=CC(=NC=N1)C(=O)O